C1(CC1)S(=O)(=O)NC=1SC=C(N1)C(C(=O)NC1=C(C=C(C=C1)C1=NC(=CN=C1)OCC)C)CC 2-(2-(cyclopropanesulfonamido)thiazol-4-yl)-N-(4-(6-ethoxypyrazin-2-yl)-2-methylphenyl)butanamide